[N+](=O)([O-])C1=C(C=CC=C1)\C=C(\C(=O)N1CC(CCC1)C(=O)OCC)/CSC1=CC=CC=C1 ethyl (Z)-1-(3-(2-nitrophenyl)-2-((phenylthio)methyl)acryloyl)piperidine-3-carboxylate